L-tyrosine disodium salt [Na+].[Na+].N[C@@H](CC1=CC=C(C=C1)O)C(=O)[O-].N[C@@H](CC1=CC=C(C=C1)O)C(=O)[O-]